3-(3-(3,5-bis(trifluoromethyl)phenyl)-1H-1,2,4-triazol-1-yl)-N,N-dimethyl-2-(pyridin-3-yl)acrylamide FC(C=1C=C(C=C(C1)C(F)(F)F)C1=NN(C=N1)C=C(C(=O)N(C)C)C=1C=NC=CC1)(F)F